2-(5'-amino-4-hydroxy-2',3'-dihydrospiro[cyclohexane-1,1'-indene]-4-yl)acetic acid tert-butyl ester C(C)(C)(C)OC(CC1(CCC2(CCC3=CC(=CC=C23)N)CC1)O)=O